CC=1N=C2N(C=C(C=C2C)C=2N=C3N(C(C2)=O)C=C(C=C3)C3CCNCC3)C1 2-(2,8-dimethylimidazo[1,2-a]pyridin-6-yl)-7-(piperidin-4-yl)-4H-pyrido[1,2-a]pyrimidin-4-one